1-[(2R)-4-[3-amino-6-(2-hydroxyphenyl)pyridazin-4-yl]-2-methyl-piperazin-1-yl]ethanone NC=1N=NC(=CC1N1C[C@H](N(CC1)C(C)=O)C)C1=C(C=CC=C1)O